N-Iodomethyl-N,N-dimethylamin ICN(C)C